4-methyl-7-((3-methyl-4-(4-(2,2,2-trifluoroethyl)piperazin-1-yl)phenyl)amino)-2H-benzo[b][1,4]oxazin-3(4H)-one 6,11b-(epiminoethano)-1,5a-methanonaphth[1,2-e]indole-3-carboxylate C12=CN(C=3C=CC4(C5(C13)C1=CC=CC=C1C=C4NCC5)C2)C(=O)O.CN2C5=C(OCC2=O)C=C(C=C5)NC5=CC(=C(C=C5)N5CCN(CC5)CC(F)(F)F)C